ethyl-3-butyn-2-ol C(C)CC(C#C)O